ClC1=C(C=NC=C1)N1C(NC(C2=C1N=C(C=C2)C(F)(F)F)=O)=O 1-(4-chloropyridin-3-yl)-7-(trifluoro-methyl)pyrido[2,3-d]pyrimidine-2,4(1H,3H)-dione